O1CCC(C2=NC=CC=C21)NC(=O)C=2C(NC(=CC2)C(F)(F)F)=O N-(3,4-dihydro-2H-pyrano(3,2-b)pyridin-4-yl)-2-oxo-6-(trifluoromethyl)-1,2-dihydropyridine-3-carboxamide